3-chloro-3-(4-(pyridin-4-yl)phenyl)acrylonitrile ClC(=CC#N)C1=CC=C(C=C1)C1=CC=NC=C1